5-(3-amino-pyrazol-1-yl)-2-{6-[methyl-(2,2,6,6-tetramethyl-piperidin-4-yl)-amino]-pyridazin-3-yl}-phenol NC1=NN(C=C1)C=1C=CC(=C(C1)O)C=1N=NC(=CC1)N(C1CC(NC(C1)(C)C)(C)C)C